boron tribromid B(Br)(Br)Br